ClC1=CC=C(C=C1)[C@H](CC1=NOC(=N1)CN1C(N(C=C(C1=O)CC)C)=O)O (S)-3-((3-(2-(4-chlorophenyl)-2-hydroxyethyl)-1,2,4-oxadiazol-5-yl)methyl)-5-ethyl-1-methylpyrimidine-2,4(1H,3H)-dione